C1(CC1)C1CN(CC1)CC1=C(C(=NC=C1)C=1C=C2CN(C(C2=CC1)=O)C1C(NC(CC1)=O)=O)OC 3-(5-(4-((3-cyclopropylpyrrolidin-1-yl)methyl)-3-methoxypyridin-2-yl)-1-oxoisoindolin-2-yl)piperidine-2,6-dione